N-cyclobutyl-5-(2,6-dichloro-4-(6-(difluoromethyl)-3,5-dioxo-4,5-dihydro-1,2,4-triazin-2(3H)-yl)phenoxy)-2-hydroxybenzenesulfonamide C1(CCC1)NS(=O)(=O)C1=C(C=CC(=C1)OC1=C(C=C(C=C1Cl)N1N=C(C(NC1=O)=O)C(F)F)Cl)O